6-(biotinylamino)-hexanoic acid C(CCCC[C@@H]1SC[C@@H]2NC(=O)N[C@H]12)(=O)NCCCCCC(=O)O